ClC=1C(=C2C=NNC2=C(C1F)NC(CO)C)C=1N=CC=2N(C1)C=C(N2)NC(=O)C2C(C2)F N-(6-(5-chloro-6-fluoro-7-((1-hydroxypropan-2-yl)amino)-1H-indazol-4-yl)imidazo[1,2-a]pyrazin-2-yl)-2-fluorocyclopropane-1-carboxamide